tert-butyl 2-(4-(((5-fluoro-4-oxo-2-(2-(tetrahydro-2H-pyran-4-yl)ethyl)-3,4-dihydroquinazolin-7-yl)oxy)methyl)piperidin-1-yl)acetate FC1=C2C(NC(=NC2=CC(=C1)OCC1CCN(CC1)CC(=O)OC(C)(C)C)CCC1CCOCC1)=O